toluene-2,4,6-triyltriisocyanate CC=1C(=CC(=CC1N=C=O)N=C=O)N=C=O